4-((1R,5S)-3-benzyl-9,9-dimethyl-3,6-diazabicyclo[3.2.2]nonan-6-yl)phenol C(C1=CC=CC=C1)N1C[C@@H]2CN([C@H](C1)C(C2)(C)C)C2=CC=C(C=C2)O